NC1=CC(=C(C=C1)CCOCCN(S(=O)(=O)C1=CC=C(C=C1)C)C)Cl N-{2-[2-(4-amino-2-chlorophenyl)ethoxy]ethyl}-N,4-dimethylbenzenesulfonamide